CC1=NC(=CC=C1NS(=O)(=O)C)C=1N=NN(C1NC(=O)NCCC1=CC=CC=C1)C (R)-N-(2-methyl-6-(1-methyl-5-(3-(2-phenylethyl)ureido)-1H-1,2,3-triazol-4-yl)pyridin-3-yl)methanesulfonamide